manganese-nickel-copper sodium [Na].[Cu].[Ni].[Mn]